3-(4-fluorophenyl)-N-methyl-1-(4-pyridyl)propan-1-amine FC1=CC=C(C=C1)CCC(NC)C1=CC=NC=C1